F[C@H]1CN(C[C@H]1F)C1=NC=CC(=C1)OC1=CC(=C(C=C1)NC1=NC=NC2=CC(=C(C=C12)NC1CCN(CC1)C(C=C)=O)OC)F 1-(4-((4-((4-((2-((3S,4R)-3,4-difluoropyrrolidin-1-yl)pyridin-4-yl)oxy)-2-fluorophenyl)amino)-7-methoxyquinazolin-6-yl)amino)piperidin-1-yl)prop-2-en-1-one